1,3-diethyl-N-((1S,2S)-1-methyl-2-vinylcyclopropyl)-2,4-dioxo-1,2,3,4-tetrahydroquinazoline-6-sulfonamide C(C)N1C(N(C(C2=CC(=CC=C12)S(=O)(=O)N[C@@]1([C@@H](C1)C=C)C)=O)CC)=O